C1(CCCCC1)N1N=NN=C1CNCC1=CC=C(C=C1)OC 1-(1-cyclohexyl-1H-tetrazol-5-yl)-N-(4-methoxybenzyl)methanamine